O=C1N=C2C(=N1)C=CC=C2 2-oxo-benzoimidazole